[O-]S(=O)(=O)C(F)(F)F.FC(C=1C=C(C=CC1)C1=CC=CC=2[SH+]C3=C(C21)C=CC=C3)(F)F (3-trifluoromethylphenyl)dibenzothiophenium triflate